(S)-3-((tert-butoxycarbonyl)amino)-4-(difluoromethylen)cyclopent-1-ene C(C)(C)(C)OC(=O)N[C@H]1C=CCC1=C(F)F